N-{[4-hydroxy-2-oxo-1-(4-{[5-(trifluoromethyl)-2-pyridinyl]oxy}benzyl)-1,2,5,6-tetrahydro-3-pyridinyl]carbonyl}glycine OC1=C(C(N(CC1)CC1=CC=C(C=C1)OC1=NC=C(C=C1)C(F)(F)F)=O)C(=O)NCC(=O)O